OCCCCCCCCCCCCCCCCCCCCCCCCCCCCCCCCOC(CCCCCCCCCCCCCC=CCCCCCCCC)=O.C1NCC12CCN(CC2)CC2=NOC(=C2)C(F)(F)F 3-(2,7-diazaspiro[3.5]nonan-7-ylmethyl)-5-(trifluoromethyl)isoxazole 32-hydroxydotriacontyl-tetracos-15-enoate